CCCC 3-methylpropan